CC1=C(C(=C(C(=C1C)N=C=O)C)C)N=C=O 2,3,5,6-Tetramethyl-1,4-diisocyanatobenzene